O1CCC(C=C1)C1=C(C=C(N)C=C1)C=1N=NN(N1)C(C1=CC=CC=C1)(C1=CC=CC=C1)C1=CC=CC=C1 4-(3,4-dihydro-2H-pyran-4-yl)-3-(2-trityl-2H-tetrazol-5-yl)aniline